tert-Butyl 4-(3-((3-amino-3-oxopropyl)amino)benzo[d]isoxazol-6-yl)piperazine-1-carboxylate NC(CCNC1=NOC2=C1C=CC(=C2)N2CCN(CC2)C(=O)OC(C)(C)C)=O